C1C(NCC2=C1C3=CC=CC=C3N2)C(=O)O tetrahydro-β-carboline-3-carboxylic acid